NC1=NC(N(C=C1)[C@H]1C([C@@H]2O[P@](OC[C@H]2O1)(=O)OCC[C@@H](C(=O)OC(C)C)C)(F)F)=O Isopropyl (S)-4-(((2R,4aR,6R,7aR)-6-(4-amino-2-oxopyrimidin-1(2H)-yl)-7,7-difluoro-2-oxidotetrahydro-4H-furo[3,2-d][1,3,2]dioxaphosphinin-2-yl)oxy)-2-methylbutanoate